2,6-diamino-5-hydroxy-hexanoic acid NC(C(=O)O)CCC(CN)O